[13C]([13CH2][13CH2][13CH2][13CH2][13CH2][13CH2][13CH2]\[13CH]=[13CH]/[13CH2]\[13CH]=[13CH]/[13CH2][13CH2][13CH2][13CH2][13CH3])(=O)O linoleic acid-13C18